N-(4-bromo-2,5-difluorophenyl)ethanesulfonamide BrC1=CC(=C(C=C1F)NS(=O)(=O)CC)F